C(C)(C)(C)OC(=O)C1=C(NC2=CC(=CC=C12)C#N)C(C)(C)C1=CC(=C(C=C1)CC)OS(=O)(=O)C(F)(F)F 6-cyano-2-(2-(4-ethyl-3-(((trifluoromethyl)sulfonyl)oxy)phenyl)propan-2-yl)-1H-indole-3-carboxylic acid tert-butyl ester